NC1=NC=CC=C1C1=NC=2C(=NC(=CC2)N2CCOCC2)N1C1=CC=C(CN2CCN(CC2)C2=CC(=NC=N2)C#N)C=C1 6-(4-(4-(2-(2-aminopyridin-3-yl)-5-morpholino-3H-imidazo[4,5-b]pyridin-3-yl)benzyl)piperazin-1-yl)pyrimidine-4-carbonitrile